4-(3,6-diazabicyclo[3.2.1]oct-3-yl)-6,7-dimethoxyquinazoline C12CN(CC(NC1)C2)C2=NC=NC1=CC(=C(C=C21)OC)OC